C[N+](=C(ON1N=NC2=C1C=CC=C2)N(C)C)C N,N,N',N'-tetramethyl-O-(1H-benzotriazol-1-yl)-uronium